1-(2-carboxyethyl)benzimidazole C(=O)(O)CCN1C=NC2=C1C=CC=C2